(E)-N-(4-(1-(6-(4-(4-(8-((2-(2,6-dioxopiperidin-3-yl)-1-oxoisoindolin-4-yl)thio)octyl)piperazin-1-yl)piperidin-1-yl)nicotinoyl)piperidin-4-yl)butyl)-3-(pyridin-3-yl)acrylamide O=C1NC(CCC1N1C(C2=CC=CC(=C2C1)SCCCCCCCCN1CCN(CC1)C1CCN(CC1)C1=NC=C(C(=O)N2CCC(CC2)CCCCNC(\C=C\C=2C=NC=CC2)=O)C=C1)=O)=O